boron para-biphenyl C1(=CC=CC=C1)C1=CC=CC=C1.[B]